(S)-N-((5-(1-(Cyclohexylsulfonyl)piperidin-2-yl)-1,2,4-oxadiazol-3-yl)methyl)benzo[d][1,3]dioxole-5-Carboxamide C1(CCCCC1)S(=O)(=O)N1[C@@H](CCCC1)C1=NC(=NO1)CNC(=O)C1=CC2=C(OCO2)C=C1